methyl (S,E)-(1-((1-((5,7-difluoro-4-neopentyl-1H-benzo[d]imidazol-2-yl)methyl)-2-oxo-1,2-dihydropyridin-3-yl)amino)-7-(dimethylamino)-1,7-dioxohept-5-en-2-yl)carbamate FC1=C(C2=C(NC(=N2)CN2C(C(=CC=C2)NC([C@H](CC\C=C\C(=O)N(C)C)NC(OC)=O)=O)=O)C(=C1)F)CC(C)(C)C